N'-(1,3-phenylenebis(ethane-1,1-diyl))bis(N-phenylbenzene-1,4-diamine) C1(=CC(=CC=C1)C(C)C1=C(C=CC(=C1)N)NC1=CC=CC=C1)C(C)C1=C(C=CC(=C1)N)NC1=CC=CC=C1